ClC1=CC=C(C=C1)C=1N=CN(C1C1=C(C=NC=C1)Cl)CC(=O)O 2-[4-(4-chlorophenyl)-5-(3-chloropyridin-4-yl)-1H-imidazol-1-yl]acetic acid